3-[[2-[4-(4-ethoxy-6-oxo-1H-pyridin-3-yl)-2-fluorophenyl]acetyl]amino]-N-[2-(1-piperidinyl)ethyl]-5-(trifluoromethyl)benzamide C(C)OC=1C(=CNC(C1)=O)C1=CC(=C(C=C1)CC(=O)NC=1C=C(C(=O)NCCN2CCCCC2)C=C(C1)C(F)(F)F)F